[N+](=O)([O-])C=1C=NC(=NC1)C(CN)N (5-nitropyrimidin-2-yl)ethane-1,2-diamine